NC=1NC2=CN=CC=C2C(C1C(=O)NC1=CC=CC=C1)=O 2-amino-4-oxo-N-phenyl-1H-1,7-naphthyridine-3-carboxamide